N-cyclohexyl-4-(4-isopropylphenyl)pyridineamide C1(CCCCC1)NC(=O)C1=NC=CC(=C1)C1=CC=C(C=C1)C(C)C